C1(CC1)C1=C(C=C(C=N1)C1=CC(=C2C(=N1)N=C(N2)NC(=O)C2=CC=C(C=N2)CCC(=O)O)N(C)CC2(CCCC2)COCC)C(F)(F)F 3-[6-({5-[6-Cyclopropyl-5-(trifluoromethyl)pyridin-3-yl]-7-({[1-(ethoxymethyl)cyclopentyl]methyl}(methyl)amino)-1H-imidazo[4,5-b]pyridin-2-yl}carbamoyl)pyridin-3-yl]propanoic acid